6-(2-amino-4-fluoro-5-(4-(4-methylpiperazin-1-yl)phenyl)pyridin-3-yl)-3,4-dihydroisoquinolin-1(2H)-one NC1=NC=C(C(=C1C=1C=C2CCNC(C2=CC1)=O)F)C1=CC=C(C=C1)N1CCN(CC1)C